2-dodecen-1-ylsuccinic anhydride CCCCCCCCC/C=C/CC1CC(=O)OC1=O